C[C@@H]1[NH2+]CC1 (2S)-2-methylazetidin-1-ium